trans-2-(hydroxymethyl)cyclobutanecarboxylic acid methyl ester COC(=O)[C@H]1[C@@H](CC1)CO